FC(C1=CC=2C(=NN(N2)C2=C(C(=CC(=C2)C(C)(C)CC(C)(C)C)C(C)(C)C2=CC=CC=C2)O)C=C1)(F)F 5-trifluoromethyl-2-(2-hydroxy-3-α-cumyl-5-tert-octylphenyl)benzotriazole